FC1(C(C=2C(=CN(C2CC1)C=1C=C(C(=C(C#N)C1)F)F)C(F)(F)F)O)F 5-(5,5-difluoro-4-hydroxyl-3-(trifluoromethyl)-4,5,6,7-tetrahydro-1H-indol-1-yl)-2,3-difluorobenzonitrile